CS(=O)(=O)C1=NC=CC=N1 methylsulfonyl-pyrimidin